ethyl 5-benzyl-1-(2-(tert-butoxycarbonylamino) ethyl)-1H-pyrazole-4-carboxylate C(C1=CC=CC=C1)C1=C(C=NN1CCNC(=O)OC(C)(C)C)C(=O)OCC